C(C)OC1=C(C=CC(=C1)COCCC)O 2-ethoxy-4-(propoxymethyl)phenol